(4aR,8aS)-6-[(1R,5S,6r)-6-[(2-chloro-4-fluoro-phenoxy)methyl]-3-azabicyclo[3.1.0]hexane-3-carbonyl]-4,4a,5,7,8,8a-hexahydropyrido[4,3-b][1,4]oxazin-3-one ClC1=C(OCC2[C@H]3CN(C[C@@H]23)C(=O)N2C[C@@H]3[C@@H](OCC(N3)=O)CC2)C=CC(=C1)F